N1=CCCC1 azoline